BrC1=C(C=C(C=C1)N(C(=O)[C@H]1N(C(OC1)=O)C1=NC(=CC(=C1)C(F)(F)F)C)C)Cl (S)-N-(4-Bromo-3-chloro-phenyl)-N-methyl-3-(6-methyl-4-(trifluoromethyl)pyridin-2-yl)-2-oxooxazolidine-4-carboxamide